tert-butyl (4-(2-methyloxazol-5-yl)cyclohex-3-en-1-yl)carbamate CC=1OC(=CN1)C1=CCC(CC1)NC(OC(C)(C)C)=O